2-(2-((3R,4R)-3-Amino-4-fluoropiperidin-1-yl)-5,6-difluoro-1H-benzo[d]imidazol-1-yl)-1-(3-(trifluoromethyl)piperidin-1-yl)ethan-1-on N[C@@H]1CN(CC[C@H]1F)C1=NC2=C(N1CC(=O)N1CC(CCC1)C(F)(F)F)C=C(C(=C2)F)F